methyl 3-(2,3-bis(tert-butoxycarbonyl)guanidino)-4-methylbenzoate C(C)(C)(C)OC(=O)N=C(NC=1C=C(C(=O)OC)C=CC1C)NC(=O)OC(C)(C)C